ClC1=C(C(=CC=C1)Cl)NC1=C(C=CC=C1)CC(=O)OCN1C=CC2=C1N=CN=C2N(C)[C@H]2CN(CC[C@H]2C)C(CC#N)=O (4-(((3R,4R)-1-(2-cyanoacetyl)-4-methylpiperidin-3-yl)(methyl)amino)-7H-pyrrolo[2,3-d]pyrimidin-7-yl)methyl 2-(2-((2,6-dichlorophenyl)amino)phenyl)acetate